CN(C=O)C1=C(C=CC=C1)F N-methyl-N-(2-fluorophenyl)formamide